C1OCC2=CC(=CC=C12)C(CC1=NC=CC=C1)=O 1-(1,3-dihydroisobenzofuran-5-yl)-2-(pyridin-2-yl)ethanone